4,4''-bis(3-methyl-9H-carbazol-9-yl)-5'-(4-(3-methyl-9H-carbazol-9-yl)phenyl)-4'-(pyridin-4-yl)-6'-(9H-pyrido[2,3-b]indol-9-yl)-[1,1':3',1''-terphenyl]-2'-carbonitrile CC=1C=CC=2N(C3=CC=CC=C3C2C1)C1=CC=C(C=C1)C1=C(C(=C(C(=C1N1C2=C(C3=CC=CC=C13)C=CC=N2)C2=CC=C(C=C2)N2C1=CC=CC=C1C=1C=C(C=CC21)C)C2=CC=NC=C2)C2=CC=C(C=C2)N2C1=CC=CC=C1C=1C=C(C=CC21)C)C#N